CC1(OB(OC1(C)C)C=C1CC2(C1)CCN(CC2)C(=O)OC(C)(C)C)C tert-Butyl 2-[(4,4,5,5-tetramethyl-1,3,2-dioxaborolan-2-yl)methylene]-7-azaspiro[3.5]nonane-7-carboxylate